(3R)-3-amino-7-(2-tert-butyltetrazol-5-yl)-5-(4-chlorobenzyl)-8-fluoro-2,3-dihydro-1,5-benzothiazepin-4-one N[C@H]1CSC2=C(N(C1=O)CC1=CC=C(C=C1)Cl)C=C(C(=C2)F)C=2N=NN(N2)C(C)(C)C